6-chloro-2-(3-(1-(cyclohexylmethyl)piperidin-4-yl)-1-oxo-2,8-diazaspiro[4.5]dec-2-en-8-yl)-7-methyl-8-nitro-4H-benzo[e][1,3]thiazin-4-one ClC=1C(=C(C2=C(C(N=C(S2)N2CCC3(CC(=NC3=O)C3CCN(CC3)CC3CCCCC3)CC2)=O)C1)[N+](=O)[O-])C